p-trifluoromethyl-phenylbutanetetraol FC(C1=CC=C(C=C1)C(C(O)(O)O)(CC)O)(F)F